C(C)OC(C1=CN=C(C=C1)N(C)C1CN(CCC1)C(=O)C1=CC=C2C(=N1)C(CN2C2=CC(=C(C=C2)Cl)F)(C)C)=O.NCCNC(C(=C)C)=O N-β-aminoethyl-methacrylamide ethyl-6-((1-(1-(4-chloro-3-fluorophenyl)-3,3-dimethyl-2,3-dihydro-1H-pyrrolo[3,2-b]pyridine-5-carbonyl)piperidin-3-yl)(methyl)amino)nicotinate